tert-butyl (cis)-4-(3-(tert-butoxy)-2-fluoro-2-methyl-3-oxopropyl)-3,3-difluorohexahydropyrrolo[3,2-b]pyrrole-1(2H)-carboxylate C(C)(C)(C)OC(C(CN1CC[C@@H]2N(CC([C@@H]21)(F)F)C(=O)OC(C)(C)C)(C)F)=O